α,α'-dihydroxy-p-diisopropylbenzene OC(C)(C)C1=CC=C(C=C1)C(C)(C)O